FC1=C(C=CC(=C1)C(F)(F)F)S(=O)(=O)N1CCC2(CN(C2)C(=O)N2CC3(C2)NC(COC3)=O)CC1 2-[7-[2-fluoro-4-(trifluoromethyl)phenyl]sulfonyl-2,7-diazaspiro[3.5]nonane-2-carbonyl]-8-oxa-2,5-diazaspiro[3.5]nonan-6-one